dimethyl-(tetramethylcyclopentadienyl)(propylcyclopentadienyl)zirconium C[Zr](C1(C=CC=C1)CCC)(C1(C(=C(C(=C1)C)C)C)C)C